tert-butyl (S)-2-carbamoyl-4,4-difluoropyrrolidine-1-carboxylate C(N)(=O)[C@H]1N(CC(C1)(F)F)C(=O)OC(C)(C)C